OCC1CCC(CC1)C(=O)OC methyl 4-(hydroxymethyl)cyclohexanecarboxylate